4-{3-(cyanomethyl)-3-[4-(7H-pyrrolo[2,3-d]pyrimidin-4-yl)-1H-pyrazol-1-yl]azetidin-1-yl}-N-[2-(difluoromethoxy)phenyl]piperidine-1-carboxamide C(#N)CC1(CN(C1)C1CCN(CC1)C(=O)NC1=C(C=CC=C1)OC(F)F)N1N=CC(=C1)C=1C2=C(N=CN1)NC=C2